(1R,2R)-2-(2-fluoropropan-2-yl)-N-(6-(1-((3R,4R)-4-hydroxy-3-methyltetrahydrofuran-3-yl)piperidin-4-yl)-7-methylisoquinolin-3-yl)cyclopropane-1-carboxamide FC(C)(C)[C@H]1[C@@H](C1)C(=O)NC=1N=CC2=CC(=C(C=C2C1)C1CCN(CC1)[C@@]1(COC[C@@H]1O)C)C